FC=1C(=NC(=NC1)N1CCC(CC1)(C(=O)OC)F)C(=O)OCC Ethyl 5-fluoro-2-(4-fluoro-4-methoxycarbonyl-1-piperidyl)pyrimidine-4-carboxylate